ClC1=C(C=CC=C1)[C@H]([C@H](C)C=1N(C(C(=C(N1)C(=O)NC=1C=NOC1)O)=O)C)N1N=CC=C1 2-((1S,2S)-1-(2-chlorophenyl)-1-(1H-pyrazol-1-yl)propan-2-yl)-5-hydroxy-N-(isoxazol-4-yl)-1-methyl-6-oxo-1,6-dihydropyrimidine-4-carboxamide